6-[4-(dimethylamino)phenyl]-8-methoxy-N-[(6-methylpyridazin-3-yl)methyl]quinazolin-4-amine CN(C1=CC=C(C=C1)C=1C=C2C(=NC=NC2=C(C1)OC)NCC=1N=NC(=CC1)C)C